O1N=CC(=C1)C1=CC(=C2C=NNC2=C1)OCCOCCCCNCC=1C=C(C=C(C1)OC(F)(F)F)CC#N 2-(3-(((4-(2-((6-(isoxazol-4-yl)-1H-indazol-4-yl)oxy)ethoxy)butyl)amino)methyl)-5-(trifluoromethoxy)phenyl)acetonitrile